9,9',9''-(4-(3-(pyridin-4-yl)phenyl)pyridine-2,3,6-triyl)tris(9H-carbazole) N1=CC=C(C=C1)C=1C=C(C=CC1)C1=C(C(=NC(=C1)N1C2=CC=CC=C2C=2C=CC=CC12)N1C2=CC=CC=C2C=2C=CC=CC12)N1C2=CC=CC=C2C=2C=CC=CC12